COC=1C=C(C(=CC1)O)C 4-methoxy-2-cresol